1,1-bis(4-hydroxyphenyl)-3-phenyl-cyclohexane OC1=CC=C(C=C1)C1(CC(CCC1)C1=CC=CC=C1)C1=CC=C(C=C1)O